C(C)(C)(C)C1=CC(=CC2=CC=CC=C12)C1=NC=C(C#N)C(=C1)Cl 6-(4-(tert-butyl)naphthalen-2-yl)-4-chloronicotinonitrile